C(=S)[S-].[Na+] sodium dithioformate